(2S,3S)-4-methanesulfonyl-phenylserine 3-hydroxyphenyl-3-hydroxypropionate OC(C(=O)OC[C@H](NC1=CC=C(C=C1)S(=O)(=O)C)C(=O)O)(CO)C1=CC=CC=C1